C1(CCC1)OC=1C=C2C=C(NC2=CC1)CNCCCCOCCNC1=NC2=C(C3=CN=CC=C13)C=CC(=C2)C(=O)O 5-((2-(4-(((5-Cyclobutoxy-1H-indol-2-yl)methyl)amino)butoxy)ethyl)amino)benzo[c][2,6]naphthyridine-8-carboxylic acid